2-(4-dihydroxyboryl-butyl)pyrrole methyl-carbonochloridate COC(=O)Cl.OB(CCCCC=1NC=CC1)O